C(=C)C1=CC=C(C(=O)NC(=S)N)C=C1 (4-vinylbenzoyl)-thiourea